C(C)C1=NN2C(N=C(C=C2C)C)=C1CC1=CC=C(C=C1)/C=C/CN1CCN(CC1)C(=O)OC(C)(C)C tert-butyl (E)-4-(3-(4-((2-ethyl-5,7-dimethylpyrazolo[1,5-a]pyrimidin-3-yl)methyl)phenyl)allyl)piperazine-1-carboxylate